L-tryptophan-d4 N([C@@](C(C1=CNC2=CC=CC=C12)[2H])(C(=O)O)[2H])([2H])[2H]